3-((2-(2,6-dioxopiperidin-3-yl)-1,3-dioxoisoindolin-4-yl)amino)-N-(3-((3aR,4R,9bR)-4-(hydroxymethyl)-1-tosyl-2,3,3a,4,5,9b-hexahydro-1H-pyrrolo[3,2-c]quinolin-8-yl)phenyl)propenamide O=C1NC(CCC1N1C(C2=CC=CC(=C2C1=O)NC=CC(=O)NC1=CC(=CC=C1)C1=CC=2[C@H]3[C@@H]([C@@H](NC2C=C1)CO)CCN3S(=O)(=O)C3=CC=C(C)C=C3)=O)=O